CC1=CC(=NN1C1=CC=C(C=C1)C(C)(C)C1=CC=C(C=C1)C1=CC=C(C=C1)CN1CCCC1)C(=O)N 5-methyl-1-(4-(2-(4'-(pyrrolidin-1-ylmethyl)-[1,1'-biphenyl]-4-yl)propan-2-yl)phenyl)-1H-pyrazole-3-carboxamide